4-cyano-3-(1-(1,1-di(pyridin-2-yl)ethyl)-6-(3,5-dimethylisoxazol-4-yl)-1H-pyrrolo[3,2-b]pyridin-3-yl)benzoic acid C(#N)C1=C(C=C(C(=O)O)C=C1)C1=CN(C=2C1=NC=C(C2)C=2C(=NOC2C)C)C(C)(C2=NC=CC=C2)C2=NC=CC=C2